(cis)-4-(6-chloro-3-fluoro-4-methylpyridin-2-yl)-2,6-dimethylmorpholine ClC1=CC(=C(C(=N1)N1C[C@H](O[C@H](C1)C)C)F)C